C(C1=CC=CC=C1)NC(=O)C([C@H](C[C@H]1C(NCC1)=O)NC(=O)[C@H]1N(C[C@@H](C1)C(C)C)C(=O)OC(C)(C)C)O tert-butyl (2S,4S)-2-{[(2S)-1-(benzylcarbamoyl)-1-hydroxy-3-[(3S)-2-oxopyrrolidin-3-yl]propan-2-yl]carbamoyl}-4-isopropylpyrrolidine-1-carboxylate